CN1C2=CC=CC=C2SC=2C=CC(=CC12)C(=O)N 10-methyl-10H-phenothiazine-2-carboxamide